2-(2-Ethylpentyl)benzene-1,3,5-triol C(C)C(CC1=C(C=C(C=C1O)O)O)CCC